COC(=O)C1=C(N(C(C(=C1)C=1CCOCC1)=O)C)C(C)=O.FC1(CN(C2(C1O)CCCC2)C(=O)C2=NC(=C(C=C2)OC)C)F (3,3-difluoro-4-hydroxy-1-azaspiro[4.4]nonan-1-yl)(5-methoxy-6-methylpyridin-2-yl)methanone methyl-2-acetyl-5-(3,6-dihydro-2H-pyran-4-yl)-1-methyl-6-oxo-pyridine-3-carboxylate